O1CCCC=C1C1=CC=C(C(N1)=O)C(=O)NC1CS(C=C1)(=O)=O 6-(3,4-dihydro-2H-pyran-6-yl)-N-(1,1-dioxido-2,3-dihydrothiophen-3-yl)-2-oxo-1,2-dihydropyridine-3-carboxamide